dihydro-3(2H)-thiophenone S1CC(CC1)=O